C(C1=CC=CC=C1)OC1=NC(=NC(=C1)C(F)(F)F)NC1=NN(C=N1)COCC[Si](C)(C)C 4-(benzyloxy)-6-(trifluoromethyl)-N-(1-((2-(trimethylsilyl)ethoxy)methyl)-1H-1,2,4-triazol-3-yl)pyrimidin-2-amine